(S)-2-(3-(3-amino-4-fluorophenoxy)pyrrolidin-1-yl)-N-(3-(2-((1,5-dimethyl-1H-pyrazol-3-yl)amino)-5-methylpyrimidin-4-yl)-1H-indol-7-yl)acetamide NC=1C=C(O[C@@H]2CN(CC2)CC(=O)NC=2C=CC=C3C(=CNC23)C2=NC(=NC=C2C)NC2=NN(C(=C2)C)C)C=CC1F